COC1=CC=C(C=C1)COC1=C(C=CC(=C1)C(F)(F)F)C=1C2=C(C(NN1)=O)C=NC=C2 1-[2-[(4-methoxyphenyl)methoxy]-4-(trifluoromethyl)phenyl]-3H-pyrido[3,4-d]pyridazin-4-one